Hexabenzylpurine C(C1=CC=CC=C1)N1C2(N(C(N(C=C2N=C1)CC1=CC=CC=C1)(CC1=CC=CC=C1)CC1=CC=CC=C1)CC1=CC=CC=C1)CC1=CC=CC=C1